FC1(CN(CCC1O)C(=O)C=1C2=C(N(N1)CC(=O)N1CCN(CC1)C1=C(C(=CC=C1)C)C)CCC2)F 2-[3-(3,3-Difluoro-4-hydroxypiperidin-1-carbonyl)-5,6-dihydrocyclopenta[c]pyrazol-1(4H)-yl]-1-[4-(2,3-dimethylphenyl)piperazin-1-yl]ethan-1-on